BrC1=CC2=C(N(N=C2C=C1)[C@@H]1CNCC1)COC1=C(C=CC=C1)CC(=O)OCC (S)-ethyl 2-(2-((5-bromo-2-(pyrrolidin-3-yl)-2H-indazol-3-yl)methoxy)phenyl)acetate